COC(C(=O)N(C)C(C)C1=C(C=C(C=C1)C(F)(F)F)C(F)(F)F)=O.CC(C(=O)N1N=CC[C@H]1C1=NC=CC=C1)(C)C (S)-2,2-dimethyl-1-(5-(pyridin-2-yl)-4,5-dihydro-1H-pyrazol-1-yl)propan-1-one methyl-2-[1-[2,4-bis(trifluoromethyl)phenyl]ethyl-methyl-amino]-2-oxo-acetate